(E)-6-Hexadecenyl acetate C(C)(=O)OCCCCC\C=C\CCCCCCCCC